tert-butyl 3-(tert-butylsulfamoyl)-1H-pyrrole-2-carboxylate C(C)(C)(C)NS(=O)(=O)C1=C(NC=C1)C(=O)OC(C)(C)C